9Z,12Z,15Z-octadecatrien-1-ol C(=CC=CC=CCCCCCCCCCCCC)O